BrC1=C(OC(C(=O)OCC)(C)C)C=CC(=C1)CN1C(N(CC1)C1=CC=C(C=C1)C(F)(F)F)=O Ethyl 2-(2-bromo-4-((2-oxo-3-(4-(trifluoromethyl) phenyl) imidazolin-1-yl) methyl) phenoxy)-2-methylpropionate